FC1=C(C(=CC=C1F)F)CN (2,3,6-trifluorophenyl)methanamine